1-(6-(pyridin-4-yl)pyridazin-3-yl)pyrrolidin-2-one N1=CC=C(C=C1)C1=CC=C(N=N1)N1C(CCC1)=O